BrC1=CC(=C(C=C1F)NS(=O)(=O)C1=CNC(=C1)C1CC1)F N-(4-bromo-2,5-difluorophenyl)-5-cyclopropyl-1H-pyrrol-3-sulfonamide